FC1=C(OC2CCN(CC2)C2=NC(=NC=C2[N+](=O)[O-])OC)C=CC(=C1)F 4-(4-(2,4-difluorophenoxy)piperidin-1-yl)-2-methoxy-5-nitropyrimidine